FC(C(=O)O)(F)F.C(C)(=O)N[C@@H](CCCCN)C(=O)NC[C@@H](NC([C@H](CCN(C(CO)=O)[C@H](C(C)(C)C)C=1N(C=C(C1)C1=C(C=CC(=C1)F)F)CC1=CC=CC=C1)N)=O)C(=O)O 3-[(N2-acetyl-L-lysyl)amino]-N-{(2S)-2-amino-4-[{(1R)-1-[1-benzyl-4-(2,5-difluorophenyl)-1H-pyrrol-2-yl]-2,2-dimethylpropyl}(glycoloyl)amino]butanoyl}-D-alanine trifluoroacetate